N1CCC(CC1)CN N-(4-piperidylmethyl)amine